COC(C(=O)OC1(C(N(CCCC1)C(=O)OC(C)(C)C)C)C1=CC=2C(=NC=CC2Cl)S1)=O oxalic acid 1-(tert-butoxycarbonyl)-3-(4-chlorothieno[2,3-b]pyridin-2-yl)-2-methyl-azepan-3-yl methyl ester